(2S)-2-(2,6-dichloro-4-(3-hydroxybenzylcarbamoyl)benzamido)-3-(3-(4,4-dimethyl-1,2,3,4-tetrahydronaphthalen-1-yl)ureido)propanoic acid ClC1=C(C(=O)N[C@H](C(=O)O)CNC(=O)NC2CCC(C3=CC=CC=C23)(C)C)C(=CC(=C1)C(NCC1=CC(=CC=C1)O)=O)Cl